ClC=1N=CC2=C(N1)N(C=C2)C2=CC=CC(=N2)P(C)(C)=O (6-(2-chloro-7H-pyrrolo[2,3-d]pyrimidin-7-yl)pyridine-2-yl)dimethylphosphine oxide